ClC=1C=CC(=NC1)COC1=NN=C(S1)NC(C1=C(C=NC=C1)N1[C@@H](C(NCC1)=O)C)=O (R)-N-(5-((5-chloropyridin-2-yl)methoxy)-1,3,4-thiadiazol-2-yl)-3-(2-methyl-3-oxopiperazin-1-yl)isonicotinamide